BrC1=C(N)C(=C(C(=C1F)F)F)F 2-bromo-3,4,5,6-tetrafluoroaniline